2-[1-[(4-methoxyphenyl)methoxy]ethyl]-6-methyl-4-(4,4,5,5-tetramethyl-1,3,2-dioxaborolan-2-yl)pyridine COC1=CC=C(C=C1)COC(C)C1=NC(=CC(=C1)B1OC(C(O1)(C)C)(C)C)C